C1=CC=C(C=C1)OC(=O)NC2=CC(=CC=C2)[N+](=O)[O-] phenyl N-(3-nitrophenyl)carbamate